4-[[2-[4-[3-[1-(5-chloropyrimidin-2-yl)-4-piperidyl]propoxy]-2-fluoro-phenyl]acetyl]amino]butanoic acid ClC=1C=NC(=NC1)N1CCC(CC1)CCCOC1=CC(=C(C=C1)CC(=O)NCCCC(=O)O)F